tri-carboxymethane C(=O)(O)C(C(=O)O)C(=O)O